(4Z)-2-(Cyclohexylamino)-4-(6-isoquinolylmethylene)-1H-imidazol-5-one C1(CCCCC1)NC=1NC(/C(/N1)=C/C=1C=C2C=CN=CC2=CC1)=O